ClC1=C(C=CC(=C1)NC1=NC=NC2=CC(=C3C(=C12)OCCO3)OC)NC(=O)NC3=C(C=C(C=C3)C(F)(F)F)F 1-(2-chloro-4-((5-methoxy-2,3-dihydro-[1,4]dioxino[2,3-f]quinazolin-10-yl)amino)phenyl)-3-(2-fluoro-4-(trifluoromethyl)phenyl)urea